N-stearoylbehenamide C(CCCCCCCCCCCCCCCCC)(=O)NC(CCCCCCCCCCCCCCCCCCCCC)=O